C(C=1C(C(=O)OCC(C)O)=CC=CC1)(=O)OCCOC(C=C)=O (2-acryloyloxyethyl) (2-hydroxypropyl) phthalate